ClC1=CC=C(CN2CCN(CC2)C(=O)N2C[C@@H]3[C@@H](OCC(N3)=O)CC2)C=C1 |r| rac-(4aR,8aS)-6-(4-(4-Chlorobenzyl)piperazin-1-carbonyl)hexahydro-2H-pyrido[4,3-b][1,4]oxazin-3(4H)-on